C(#N)C=1C=C(C=NC1N1N=CC=N1)NC(=O)C=1C=NN(C1C(F)(F)F)C1=CC=C(C=2N1C=CN2)F N-(5-Cyano-6-(2H-1,2,3-triazol-2-yl)pyridin-3-yl)-1-(8-fluoroimidazo[1,2-a]-pyridin-5-yl)-5-(trifluoromethyl)-1H-pyrazol-4-carboxamid